(3,4-diethoxyphenyl)[4-(2-phenoxyethyl)-piperazin-1-yl]methanone C(C)OC=1C=C(C=CC1OCC)C(=O)N1CCN(CC1)CCOC1=CC=CC=C1